Sodium (±)-syn-10,11-bis(2-hexyldecanoyloxy)nonadecanesulfonate C(CCCCC)C(C(=O)OC(CCCCCCCCCS(=O)(=O)[O-])C(CCCCCCCC)OC(C(CCCCCCCC)CCCCCC)=O)CCCCCCCC.[Na+]